ClC=1C=C(C=CC1F)C(C=1NC(=C(N1)C)S(=O)(=O)C)OCC1=CC(=CC=C1)C 2-[(3-chloro-4-fluorophenyl)-[(3-methylphenyl)methoxy]methyl]-4-methyl-5-methylsulfonyl-1H-imidazole